O1CC[C@H]2[C@H]1CN(C2)CC2(CCCC2)CNC(=O)C2=CC1=C(S2)CCCCCC1 N-[[1-[[(3aR,6aS)-2,3,3a,4,6,6a-hexahydrofuro[2,3-c]pyrrol-5-yl]methyl]cyclopentyl]methyl]-4,5,6,7,8,9-hexahydrocycloocta[b]thiophene-2-carboxamide